N1CCC(CC1)C1=CC=C(C=N1)OC1C(NC(CC1)=O)=O 3-((6-(piperidin-4-yl)pyridin-3-yl)oxy)piperidine-2,6-dione